FC1=CC=C(C=C1)C1CC(C(C1)N1C[C@@H](CCC1)NC(OC(C)(C)C)=O)OC=1N=NC=C(C1)F tert-butyl (3R)-1-(4-(4-fluorophenyl)-2-(5-fluoropyridazin-3-yloxy)cyclopentyl)piperidin-3-ylcarbamate